ClC=1C=C(C=C2C=C(N=CC12)NC(=O)[C@H]1[C@@H](C1)C#N)N1C(OC2=C1C=CC=C2)=O |r| (+-)-trans-N-[8-chloro-6-(2-oxo-1,3-benzoxazol-3-yl)-3-isoquinolinyl]-2-cyano-cyclopropanecarboxamide